6-((3-(4-fluorophenyl)-5-methylisoxazol-4-yl)methoxy)-2-methoxynicotinic acid methyl ester COC(C1=C(N=C(C=C1)OCC=1C(=NOC1C)C1=CC=C(C=C1)F)OC)=O